methyl 2-((3S,4R)-3-methoxy piperidin-4-yl)acetate hydrochloride Cl.CO[C@@H]1CNCC[C@@H]1CC(=O)OC